NC1=CC=CC(=N1)S(=O)(=O)NC(=O)C=1C(=NC(=C(C1)C=1C=NN(C1)C)C(C)(C)C)N1C(CC(C1)C)(C)C N-[(6-Amino-2-pyridyl)sulfonyl]-6-tert-butyl-5-(1-methylpyrazol-4-yl)-2-(2,2,4-trimethylpyrrolidin-1-yl)pyridin-3-carboxamid